Cl.FC1=C(CN2CCN(CC2)C(CN2CCN(CC2)CCC2=CC=CC=C2)=O)C(=CC=C1)OC 1-(4-(2-fluoro-6-methoxybenzyl)piperazin-1-yl)-2-(4-phenethylpiperazin-1-yl)ethan-1-one hydrochloride